N1=C(C=CC=C1)N N-(2-pyridyl)amine